FC1(C(C1)(C)SC=1N=C2N(N1)[C@@H](C[C@@H]2F)C2=CC=CC=C2)F (5s,7s)-2-(2,2-difluoro-1-methyl-cyclopropyl)thio-7-fluoro-5-phenyl-6,7-dihydro-5H-pyrrolo[1,2-b][1,2,4]triazole